C(C1=CC=CC=C1)N1CC=2C(=C(N=C(C2CC1)N1[C@H]2CN(C[C@@H]1CC2)C(=O)OC(C)(C)C)OCC2(CC2)CN2CCOCC2)C#N tert-butyl (1R,5S)-8-(6-benzyl-4-cyano-3-((1-(morpholinomethyl)cyclopropyl)methoxy)-5,6,7,8-tetrahydro-2,6-naphthyridin-1-yl)-3,8-diazabicyclo[3.2.1]octane-3-carboxylate